C(C)(C)(C)OC(=O)N1CCC(CC1)OC(=O)N1C=CC2=C1N=CN=C2 Pyrrolo[2,3-d]Pyrimidine-7-carboxylic acid (1-tert-butoxycarbonyl-4-piperidinyl) ester